[C@@H]1([C@H]([C@H](O[C@@H]([C@@H]1O)O[C@@H]2[C@@H]([C@H]([C@H](O[C@@H]2C(=O)O)O[C@@H]3[C@@H]([C@H]([C@H](O[C@@H]3C(=O)O)O)O)O)O)O)C(=O)O)O)O The molecule is a trisaccharide in which three alpha-D-galactopyranuronic acid units are joined via (1->4)-linkages. It has a role as a bacterial xenobiotic metabolite. It is a carbohydrate acid and a trisaccharide.